4-fluoro-4-(2-oxoethyl)piperidine-1-carboxylic acid tert-butyl ester C(C)(C)(C)OC(=O)N1CCC(CC1)(CC=O)F